3-(Dimethyl amino)propyl-3,3-di((9Z,12Z)-octadeca-9,12-dien-1-yl)azetidine-1-carboxylate CN(CCCOC(=O)N1CC(C1)(CCCCCCCC\C=C/C\C=C/CCCCC)CCCCCCCC\C=C/C\C=C/CCCCC)C